COC=1C=C(C=CC1OCC1=CC=C(C=C1)C(F)(F)F)C1NC2=CC=CC=C2C(N1)=O 2-[3-methoxy-4-(4-trifluoromethyl-benzyloxy)-phenyl]-2,3-dihydroquinazolin-4(1H)-one